BrC=1C=C(C=NC1N1CCCC1)S(=O)(=O)N(C)C 5-bromo-N,N-dimethyl-6-(pyrrolidin-1-yl)pyridine-3-sulfonamide